ClC(C1=NC(=NO1)C=1C=NC(=NC1)NC1(CC(C1)(F)F)C1=C(C=CC=C1)F)(F)F 5-[5-[chloro(difluoro)methyl]-1,2,4-oxadiazol-3-yl]-N-[3,3-difluoro-1-(2-fluorophenyl)cyclobutyl]pyrimidin-2-amine